CSCC(=O)[C@H]([C@@H](COP(=O)([O-])[O-])O)O The molecule is an organophosphate oxoanion that is the dianion of 1-methylthio-D-xylulose 5-phosphate arising from deprotonation of the phosphate OH groups; major microspecies at pH 7.3 It is an organophosphate oxoanion and a methyl sulfide. It derives from a D-xylulose 5-phosphate(2-).